N-(4-fluoro-3-methoxy-phenyl)-N-(methoxymethyl)pyrazolo[1,5-a]pyridine-5-carboxamide FC1=C(C=C(C=C1)N(C(=O)C1=CC=2N(C=C1)N=CC2)COC)OC